ClC=1N=C(C2=C(N1)C(C=1C=C(C=CC12)Cl)=O)OC 2,7-dichloro-4-methoxy-9H-indeno[2,1-d]pyrimidin-9-one